C=1N=CN2C1C1=CC=CC=C1[C@H]2[C@H]2[C@H](C=1C=CC=NC1CC2)O (5R,6S)-6-((R)-5H-imidazo[5,1-a]isoindol-5-yl)-5,6,7,8-tetrahydroquinolin-5-ol